ClC1=C(C(=C(C=C1OC)OC)Cl)C1=CC2=C(N=C(N=C2)N[C@@H]2COCC[C@@H]2NC(C=C)=O)C(=N1)N1CC(C1)(F)F N-((3S,4S)-3-((6-(2,6-dichloro-3,5-dimethoxyphenyl)-8-(3,3-difluoroazetidin-1-yl)pyrido[3,4-d]pyrimidin-2-yl)amino)tetrahydro-2H-pyran-4-yl)acrylamide